methyl-2-((6-bromo-2-ethylimidazo[1,2-a]pyridin-3-yl)(methyl)amino)-4-(4-fluorophenyl)thiazole-5-carbonitrile CS1C(=NC(=C1C#N)C1=CC=C(C=C1)F)N(C)C1=C(N=C2N1C=C(C=C2)Br)CC